amino-L-iduronic acid NC(=O)[C@H](O)[C@@H](O)[C@H](O)[C@@H](O)C(=O)O